2-(3-hydroxypyrrolidino)ethylamine OC1CN(CC1)CCN